CN1C(C2(CC1)CCN(CC2)C=2C=C1C(=NN=C(C1=CC2)C)N[C@H](C)C2=C(C(=CC=C2)C(F)(F)F)C)=O (R)-2-methyl-8-(1-methyl-4-((1-(2-methyl-3-(trifluoromethyl)phenyl)ethyl)amino)phthalazin-6-yl)-2,8-diazaspiro[4.5]decan-1-one